tert-Butyl 4-(4-(Diethoxymethyl)-1H-1,2,3-triazol-1-yl)piperidine-1-carboxylate C(C)OC(C=1N=NN(C1)C1CCN(CC1)C(=O)OC(C)(C)C)OCC